BrC1=CC(=C(O[C@H](C(=O)O)CF)C=C1F)C(CC)(F)F (R)-2-[4-bromo-2-(1,1-difluoropropyl)-5-fluorophenoxy]-3-fluoropropionic acid